5-(3-(2-fluoroethyl)-2-methyl-3H-imidazo[4,5-b]pyridin-5-yl)-N-isopropylpyrrolo[2,1-f][1,2,4]triazin-2-amine FCCN1C(=NC=2C1=NC(=CC2)C=2C=CN1N=C(N=CC12)NC(C)C)C